CN1CCC(CC1)C1=CN(C=2C1=NC=C1C2C=C(O1)C#N)COCC[Si](C)(C)C 3-(1-methylpiperidin-4-yl)-1-((2-(trimethylsilyl)ethoxy)methyl)-1H-furo[3,2-d]pyrrolo[3,2-b]pyridine-7-carbonitrile